C(C)(C)C1=NC(=NC(=C1NC(=O)N=S(=O)(N)C1=C(N=C(S1)C(C)(C)O)CO)C(C)C)C(F)(F)F N'-((4,6-diisopropyl-2-(trifluoromethyl)pyrimidin-5-yl)carbamoyl)-4-(hydroxymethyl)-2-(2-hydroxypropan-2-yl)thiazole-5-sulfonimidamide